FC1=CC(=CC=2C3=C(NC12)CCN(C3)C(=O)C3=NNC(=C3)C(F)(F)F)C (6-fluoro-8-methyl-1,3,4,5-tetrahydropyrido[4,3-b]indol-2-yl)-[5-(trifluoromethyl)-1H-pyrazol-3-yl]methanone